FC1=C(C=C)C(=C(C(=C1F)F)F)F 2,3,4,5,6-Pentafluorostyrene